(S)-2-((R)-3-(tert-butyl(5-(5,6,7,8-tetrahydro-1,8-naphthyridin-2-yl)pentyl)amino)pyrrolidin-1-yl)-2-(3-fluoro-5-isopropyl-2-methoxyphenyl)acetic acid C(C)(C)(C)N([C@H]1CN(CC1)[C@H](C(=O)O)C1=C(C(=CC(=C1)C(C)C)F)OC)CCCCCC1=NC=2NCCCC2C=C1